C(C1=CC=CC=C1)C(N(C(=O)OC[C@@H](CCC)N)C)C1=C(C=CC=C1)C=1SC(=CC1)/C(/C)=N/S(=O)C(C)(C)C (R)-2-aminopentanol benzyl-N-methyl-N-[(2-{5-[(1E)-1-[(2-methylpropane-2-sulfinyl)imino]ethyl]thiophen-2-yl}phenyl)methyl]carbamate